3-bromo-2-chloro-4-Fluoro-8,9,10,11-tetrahydropyrazino[1',2':1,2]imidazo[4,5-c]quinoline BrC1=C(C=C2C3=C(C=NC2=C1F)N=C1N3CCNC1)Cl